CC1=CC=C(C=C1)S(=O)(=O)CN p-methylbenzenesulfonylmethylamine